N1=C(OC(C2=C1C=CC=C2)=O)C2=CC1=CC=C(C=C1C(=C2)C2=NC1=C(C(O2)=O)C=CC=C1)C1=NC2=C(C(O1)=O)C=CC=C2 2,4,6-tri(3,1-benzoxazin-4-on-2-yl)naphthalene